5-hydroxy-N-methoxy-2-oxo-5-pentyl-4-(5-(thiophen-2-yl)-1H-indol-2-yl)-2,5-dihydrofuran-3-carboxamide OC1(C(=C(C(O1)=O)C(=O)NOC)C=1NC2=CC=C(C=C2C1)C=1SC=CC1)CCCCC